2-(1-piperazinyl)ethylamine glycinate NCC(=O)O.N1(CCNCC1)CCN